5-fluoro-4-(8-fluoro-4-isopropyl-2-methylquinolin-6-yl)pyrimidin-2-amine FC=1C(=NC(=NC1)N)C=1C=C2C(=CC(=NC2=C(C1)F)C)C(C)C